2-(3-(5-methylisoxazol-3-yl)ureido)-3-phenylpropanamide CC1=CC(=NO1)NC(NC(C(=O)N)CC1=CC=CC=C1)=O